tert-butyl (1R,5S,6r)-6-[(Z)-chloro(hydroxyimino)methyl]-6-methyl-3-azabicyclo[3.1.0]hexane-3-carboxylate Cl\C(\C1([C@H]2CN(C[C@@H]12)C(=O)OC(C)(C)C)C)=N/O